[Si](C)(C)(C(C)(C)C)OC1C[C@H]2C([C@H]2C1)NC(OCC1=CC=CC=C1)=O Benzyl ((1R,5S,6r)-3-((tert-butyldimethylsilyl)oxy)bicyclo[3.1.0]hexan-6-yl)carbamate